FC1=CC=C2C(=NC(N(C2=C1)C1=CC=CC=C1)=O)NC 7-Fluoro-4-(methylamino)-1-phenylquinazolin-2(1H)-one